Cl.FC=1C=C(C=CC1)C1=NOC(=N1)[C@H](C)N (1S)-1-[3-(3-fluorophenyl)-1,2,4-oxadiazol-5-yl]ethanamine hydrochloride